((tert-butyldiphenylsilyl)oxy)-4,6,7,8-tetrahydropyrazolo[4,3-c]azepine-5(2H)-carboxylic acid benzyl ester C(C1=CC=CC=C1)OC(=O)N1CC=2C(CCC1)=NN(C2)O[Si](C2=CC=CC=C2)(C2=CC=CC=C2)C(C)(C)C